O1CCC(C2=CC=CC=C12)NC(=O)NC1=NN(C=C1)C1=CC=C(C=C1)C(C)(C)NC(OC(C)(C)C)=O tert-butyl N-[1-[4-[3-(chroman-4-ylcarbamoylamino)pyrazol-1-yl]phenyl]-1-methyl-ethyl]carbamate